SC1CO1 mercapto ethylene oxide